CC1=CC=CC(=N1)NC1=CC(=NC=N1)NC=1C(=NC=CC1)C#N 3-((6-((6-methylpyridin-2-yl)amino)pyrimidin-4-yl)amino)picolinonitrile